CC=1C(=NC(N([C@H]2[C@H](O)[C@H](O)[C@@H](CO)O2)C1)=O)N 5-Methylcytidin